(R)-N-methyl-1-(4-(3-methylmorpholinyl)-7-(methylsulfonyl)-7H-pyrrolo[2,3-d]pyrimidine-2-yl)-1H-benzo[d]imidazol-2-amine CNC1=NC2=C(N1C=1N=C(C3=C(N1)N(C=C3)S(=O)(=O)C)N3[C@@H](COCC3)C)C=CC=C2